C(C)OC[C@]1(CN(CC1)C(C)(C)C=1C=CC(=NC1)C)CCCC=1SC=CC1 |o1:4| (R or S)-5-(2-(3-(ethoxymethyl)-3-(3-(thiophen-2-yl)propyl)pyrrolidin-1-yl)propan-2-yl)-2-methylpyridine